C(C)(C)C1=C(NC2=CC=C(C=C12)C=1OC(=NN1)CC1CNCCC1)C1=C2C(=NC=C1)NN=C2 2-(3-isopropyl-2-(1H-pyrazolo[3,4-b]pyridin-4-yl)-1H-indol-5-yl)-5-(piperidin-3-ylmethyl)-1,3,4-oxadiazole